ClC=1C=C2C=C(NC2=CC1)CNC(N([C@H]1CN(CCC1)C(=O)C1=CC(=NN1)C)C)=O (R)-3-((5-chloro-1H-indol-2-yl)methyl)-1-methyl-1-(1-(3-methyl-1H-pyrazole-5-carbonyl)piperidin-3-yl)urea